5-fluoro-N-[2-methanesulfonyl-4-(5-methoxy-4-methyl-oxazol-2-yl)phenyl]-3-methylbenzo[b]thiophene-2-sulfonamide FC1=CC2=C(SC(=C2C)S(=O)(=O)NC2=C(C=C(C=C2)C=2OC(=C(N2)C)OC)S(=O)(=O)C)C=C1